(3-(2-(2-aminoethoxy)ethoxy)benzyl)-5-methyl-4-(1-(1-methyl-1H-imidazole-5-carbonyl)indoline-5-yl)thiazole-2-carboxamide NCCOCCOC=1C=C(CNC(=O)C=2SC(=C(N2)C=2C=C3CCN(C3=CC2)C(=O)C2=CN=CN2C)C)C=CC1